cyano-2-cyclobutyl-4-methylbenzoyl-hydrazine C(#N)N(N)C(C1=C(C=C(C=C1)C)C1CCC1)=O